C(C)(C)OC1=C(C=C(C(=O)NC2C[C@H]3CCC[C@@H](C2)N3CC=3SC2=C(N3)C(=CC=C2)C(F)(F)F)C=C1)OC 4-isopropoxy-3-methoxy-N-((1R,3s,5S)-9-((4-(trifluoromethyl)benzo[d]thiazol-2-yl)methyl)-9-azabicyclo[3.3.1]nonan-3-yl)benzamide